ClC1=C(C=C(C=C1)C=1C=NC(=CC1)F)NC(=O)C=1N=C(OC1)NC(OC(C)(C)C)=O tert-butyl (4-((2-chloro-5-(6-fluoropyridin-3-yl)phenyl)carbamoyl)oxazol-2-yl)carbamate